1-(4-(4-(2-amino-4-(difluoromethyl)pyrimidin-5-yl)-6-morpholino-1,3,5-triazin-2-yl)piperazin-1-yl)-4-(1-propionylpiperidin-4-yl)butan-1-one NC1=NC=C(C(=N1)C(F)F)C1=NC(=NC(=N1)N1CCOCC1)N1CCN(CC1)C(CCCC1CCN(CC1)C(CC)=O)=O